C1=CC=CC=2C3=CC=CC=C3C(C12)COC(=O)N1[C@H](CCC1)C(=O)O (2R)-1-(9H-fluoren-9-ylmethoxycarbonyl)pyrrolidine-2-carboxylic acid